C(C1=CC=CC=C1)N([C@H]1[C@H](N(CC1)C(=O)OC(C)(C)C)COC)C tert-butyl (2S,3R)-3-(benzyl(methyl)amino)-2-(methoxymethyl)pyrrolidine-1-carboxylate